5-[1-(5-aminopyrimidin-2-yl)-3-(trifluoromethyl)pyrazol-4-yl]-N-[3-chloro-4-[4-(piperidine-4-carbonyl)piperazine-1-carbonyl]phenyl]-1-methyl-imidazole-2-carboxamide NC=1C=NC(=NC1)N1N=C(C(=C1)C1=CN=C(N1C)C(=O)NC1=CC(=C(C=C1)C(=O)N1CCN(CC1)C(=O)C1CCNCC1)Cl)C(F)(F)F